C(C1=CC=CC=C1)N(C=1C=2N(N=C(C1)O[C@@H]1CN(CC1)C(=O)OC(C)(C)C)C(=CN2)C2CC2)C(=O)OC(C)(C)C tert-butyl (S)-3-((8-(benzyl(tert-butoxycarbonyl)amino)-3-cyclopropylimidazo[1,2-b]pyridazin-6-yl)oxy)pyrrolidine-1-carboxylate